FC=1C=C(C=C(C1)OC)NC(N(C)C1=CC=2OC(C(=CC2S1)C(=O)O)=O)=O 2-(3-(3-fluoro-5-methoxyphenyl)-1-methylureido)-5-oxo-5H-thieno[3,2-b]pyran-6-carboxylic acid